(S)-5-(4-((1-(7-amino-2-(furan-2-yl)-[1,2,4]triazolo[1,5-a][1,3,5]triazin-5-yl)piperidin-3-yl)methyl)piperazin-1-yl)-2-cyanobenzoic acid hydrochloride Cl.NC1=NC(=NC=2N1N=C(N2)C=2OC=CC2)N2C[C@@H](CCC2)CN2CCN(CC2)C=2C=CC(=C(C(=O)O)C2)C#N